CC1=NN(C(=C1)C(=O)N1CC=2N(CC1)C=CN2)C2=C(C#N)C(=CC(=N2)C(F)(F)F)C(F)(F)F 2-(3-methyl-5-(5,6,7,8-tetrahydroimidazo[1,2-a]pyrazine-7-carbonyl)-1H-pyrazol-1-yl)-4,6-bis(trifluoromethyl)nicotinonitrile